CC(CC(C=1N=NNN1)NC1=NC=NC2=CC=CC=C12)C [3-methyl-1-(2H-tetraazol-5-yl)butyl]-4-quinazolinylamine